ClC1=CC=C(C=C1)C(CC(=O)O)NC1[C@@H]2CN(C[C@H]12)CCCC1=NC=2NCCCC2C=C1 3-(4-chlorophenyl)-3-(((1R,5S,6S)-3-(3-(5,6,7,8-tetrahydro-1,8-naphthyridin-2-yl)propyl)-3-azabicyclo[3.1.0]hex-6-yl)amino)propanoic acid